(3,5-dibromo-4-hydroxyphenyl)(2-ethyl-6-fluorobenzofuran-3-yl)methanone BrC=1C=C(C=C(C1O)Br)C(=O)C1=C(OC2=C1C=CC(=C2)F)CC